BrC1=NC(=CC2=C1OCCO2)S(=O)(=O)C 5-bromo-7-methanesulfonyl-2H,3H-[1,4]dioxino[2,3-c]pyridine